3-cyclopropyl-N-(2-fluoro-2-methylpropyl)-7-[[6-(2-methyltetrazol-5-yl)pyridin-3-yl]amino]-8,9-dihydro-7H-cyclopenta[h]isoquinoline-5-sulfonamide C1(CC1)C=1N=CC=2C3=C(C=C(C2C1)S(=O)(=O)NCC(C)(C)F)C(CC3)NC=3C=NC(=CC3)C=3N=NN(N3)C